2-(3,4-epoxycyclohexyl)ethyl-methyl-diethoxysilane methyl-(2s,4r)-4-hydroxy-1-tosylpyrrolidine-2-carboxylate COC(=O)[C@H]1N(C[C@@H](C1)O)S(=O)(=O)C1=CC=C(C)C=C1.C1(CC2C(CC1)O2)CC[Si](OCC)(OCC)C